S1C(=NC2=C1C=CC=C2)NC(C2=CC(=CC=C2)I)=O N-(benzo[d]thiazol-2-yl)-3-iodobenzamide